C(#C)C1=C(C=C(C(=C1)OCCCCCCCC)C#C)OCCCCCCCC 1,4-Diethynyl-2,5-bis(octyloxy)benzene